chlorobenzyl azodicarboxylate N(=NC(=O)[O-])C(=O)OC(C1=CC=CC=C1)Cl